NC=1C=CC=C2C(=NN(C12)C)N1C(NC(CC1)=O)=O 1-(7-amino-1-methyl-1H-indazol-3-yl)dihydropyrimidine-2,4(1H,3H)-dione